6-benzyl-5-hydroxy-8-methyl-1,3-bis[4-(trifluoromethyl)phenyl]pyrido[2,3-d]pyrimidine-2,4,7(1h,3h,8h)-trione C(C1=CC=CC=C1)C1=C(C2=C(N(C(N(C2=O)C2=CC=C(C=C2)C(F)(F)F)=O)C2=CC=C(C=C2)C(F)(F)F)N(C1=O)C)O